NC1=CC=C(C(=O)NCCC[C@@H](C(=O)OC)NC(C2=CC=C(C=C2)N(C=O)CC=2N=C3C(=NC(=NC3=NC2)N)N)=O)C=C1 Methyl (S)-5-(4-aminobenzamido)-2-(4-(N-((2,4-diaminopteridin-6-yl)methyl)formamido) benzamido)-pentanoate